COC1=C2C(=NN(C2=CC=C1[C@@H](C(F)(F)F)O)C)NC1=CC(=NC=C1C(=O)NC([2H])([2H])[2H])NC(=O)C1CC12CC2 4-((4-Methoxy-1-methyl-5-((S)-2,2,2-trifluoro-1-hydroxyethyl)-1H-indazol-3-yl)amino)-N-(methyl-d3)-6-(spiro[2.2]pentane-1-carboxamido)nicotinamide